NC1CCC(CC1)NC1=C(OCCO)C=C(C=C1)N1CCC(CC1)C(F)(F)F 2-(2-((4-aminocyclohexyl)amino)-5-(4-(trifluoromethyl)piperidin-1-yl)phenoxy)ethan-1-ol